[Na+].C(CCCCCCCCCCCCCCCCC)C(N(C)C)C(=O)[O-] stearyl-dimethyl-glycine sodium salt